C#CCCCCCCCCCCCCCCCCCC cosyne